C1=C(C=CC2=CC=CC=C12)C=1C2=CC=CC=C2C(=C2C=CC(=CC12)C1=CC=C(C=C1)N1C(=NC2=C1C=CC=C2)C2=CC=CC=C2)C2=CC1=CC=CC=C1C=C2 1-(4-(9,10-di(naphthalen-2-yl)anthracen-2-yl)phenyl)-2-phenyl-1H-benzo[d]imidazole